2-(DIFLUOROMETHOXY)-5-FLUOROPHENYLBORONIC ACID FC(OC1=C(C=C(C=C1)F)B(O)O)F